OC1=C(C=C(C=C1C(C)(C)C)CCC(=O)OCC(COC(CCC1=CC(=C(C(=C1)C(C)(C)C)O)C(C)(C)C)=O)(COC(CCC1=CC(=C(C(=C1)C(C)(C)C)O)C(C)(C)C)=O)COC(CCC1=CC(=C(C(=C1)C(C)(C)C)O)C(C)(C)C)=O)C(C)(C)C [3-[3-(4-hydroxy-3,5-ditert-butyl-phenyl)propanoyloxy]-2,2-bis[3-(4-hydroxy-3,5-ditert-butylphenyl)propanoyloxymethyl]propyl] 3-(4-hydroxy-3,5-ditert-butyl-phenyl)propanoate